methyl 3-((tert-butyldiphenylsilyl) oxy)-4,5-dimethoxybenzoate [Si](C1=CC=CC=C1)(C1=CC=CC=C1)(C(C)(C)C)OC=1C=C(C(=O)OC)C=C(C1OC)OC